6-fluoro-5-(3-((5-fluoro-2-methyl-3-oxo-3,4-dihydroquinoxalin-6-yl)methyl)-3,6-diazabicyclo[3.1.1]heptan-6-yl)-N-methylpicolinamide FC1=C(C=CC(=N1)C(=O)NC)N1C2CN(CC1C2)CC=2C(=C1NC(C(=NC1=CC2)C)=O)F